[Si](C)(C)(C(C)(C)C)OC=1C=C(C2=CC=CC=C2C1)C1=C(C=2N=C(N=C(C2C=N1)N1C[C@H]2CC[C@@H](C1)N2C(=O)OC(C)(C)C)S(=O)C)F tert-butyl (1R,5S)-3-(7-(3-((tert-butyldimethylsilyl)oxy)naphthalen-1-yl)-8-fluoro-2-(methylsulfinyl)pyrido[4,3-d]pyrimidin-4-yl)-3,8-diazabicyclo[3.2.1]octane-8-carboxylate